C(C)(C)(C)OC([C@@H](NC(=O)OC(C)(C)C)CC1=CC=C(C=C1)OCC1(COC(OC1)(C)C)COS(=O)(=O)C(F)(F)F)=O Nα-(tert-butoxycarbonyl)-O-((2,2-dimethyl-5-((((trifluoromethyl)sulfonyl)oxy)methyl)-1,3-dioxan-5-yl)methyl)-L-tyrosine tert-butyl ester